O(C1=CC=CC=C1)\C=C\1/NC(C2=CC=CC=C12)=O (Z)-3-(phenoxymethylene)isoindolin-1-one